(perfluoronaphthalen-2,6-diylidene)dimalononitrile FC=1C(C(=C(C2=C(C(C(=C(C12)F)F)=C(C#N)C#N)F)F)F)=C(C#N)C#N